10-(5-chloro-3-fluoro-pyridin-2-yl)-7-(4-fluoro-benzyl)-8,11-dioxo-2,7,10-triazadispiro[3.1.56.14]-dodecane-2-carbaldehyde ClC=1C=C(C(=NC1)N1CC(N(C2(CC3(CN(C3)C=O)C2)C1=O)CC1=CC=C(C=C1)F)=O)F